C[C@@H](CCCCCCC=C)O (2S)-9-decen-2-ol